tert-butyl 3-fluoro-3-((R)-2-((S)-1-(4-fluorophenyl)-3,4-dihydroisoquinolin-2(1H)-yl)-4,5-dihydrooxazol-4-yl)azetidine-1-carboxylate FC1(CN(C1)C(=O)OC(C)(C)C)[C@@H]1N=C(OC1)N1[C@H](C2=CC=CC=C2CC1)C1=CC=C(C=C1)F